N-[(1S)-5-[2-(2-aminopyridin-3-yl)-5-(pyridazin-3-yl)imidazo[4,5-b]pyridin-3-yl]-2,3-dihydro-1H-inden-1-yl]acetamide NC1=NC=CC=C1C1=NC=2C(=NC(=CC2)C=2N=NC=CC2)N1C=1C=C2CC[C@@H](C2=CC1)NC(C)=O